4-[(1S,4S,5R)-5-[[5-cyclopropyl-3-(2,6-dichlorophenyl)-1,2-oxazol-4-yl]methoxy]-2-azabicyclo[2.2.1]heptan-2-yl]-2,5-difluorobenzoic acid C1(CC1)C1=C(C(=NO1)C1=C(C=CC=C1Cl)Cl)CO[C@H]1[C@@H]2CN([C@H](C1)C2)C2=CC(=C(C(=O)O)C=C2F)F